Tert-butyl N-{7-[6-(1-hydroxypropyl)-4-methylpyridin-3-yl]-2,6-naphthyridin-3-yl}-N-methylcarbamate OC(CC)C1=CC(=C(C=N1)C1=NC=C2C=C(N=CC2=C1)N(C(OC(C)(C)C)=O)C)C